ClC=1N=C(N=NC1C#N)N1C2C(CC(C1)C2)N2C(N(CC2)C)=O 5-Chloro-3-(6-(3-methyl-2-oxoimidazolin-1-yl)-2-azabicyclo[2.2.1]heptan-2-yl)-1,2,4-Triazine-6-carbonitrile